FC(N1N=CC(=C1)C=1C=NN2C1N=C(N=C2NCC2=CC=C(C=C2)OC)N2CCOCC2)F 8-[1-(difluoromethyl)-1H-pyrazol-4-yl]-N-[(4-methoxyphenyl)methyl]-2-(morpholin-4-yl)pyrazolo[1,5-a][1,3,5]triazin-4-amine